C1(CC1)CC(C(=O)N)(C)C1=CC(=CC=C1)C1=NN(C(C2=CC=CC=C12)=O)C1=C(C=C(C=C1)F)F cyclopropyl-2-(3-(3-(2,4-difluorophenyl)-4-oxo-3,4-dihydro-phthalazin-1-yl)phenyl)-2-methylpropanamide